2-chloro-4-(1,1-difluoroethyl)-6-methyl-pyridine ClC1=NC(=CC(=C1)C(C)(F)F)C